4-(4-propylphenyl)-2,6-difluoro-bromobenzene C(CC)C1=CC=C(C=C1)C1=CC(=C(C(=C1)F)Br)F